CC1N(C(C1)C)C(=O)[C@H]1CN(C)[C@@H]2CC3=CN(C4=CC=CC(C2=C1)=C34)C(CC)=O 1-propionyl-lysergic acid 2,4-dimethylazetidide